N1(N=CC=C1)C1=CC=C(CNC2=CC(=NC=3N2N=CC3C3CC3)N[C@@H]3CNCC3)C=C1 (S)-N7-(4-(1H-pyrazol-1-yl)benzyl)-3-cyclopropyl-N5-(pyrrolidin-3-yl)pyrazolo[1,5-a]pyrimidine-5,7-diamine